2-[2-[2-[2-[2-[2-[2-[benzyl(methyl)amino]ethoxy]ethoxy]ethoxy]ethoxy]ethoxy]ethoxy]ethanol tert-butyl-3-(2-bromo-6-chloropyridin-4-yl)-2-methylpiperazine-1-carboxylate C(C)(C)(C)C1(N(CCNC1C1=CC(=NC(=C1)Cl)Br)C(=O)OCCOCCOCCOCCOCCOCCOCCN(C)CC1=CC=CC=C1)C